(1s,4s)-4-((3,5-dichloropyridin-2-yl)oxy)cyclohexan-1-amine ClC=1C(=NC=C(C1)Cl)OC1CCC(CC1)N